(R)-2-(4-fluoro-2-(4-(2-(trifluoromethyl)benzoyl)-1H-pyrrol-2-yl)-1H-benzo[d]imidazol-6-yl)hexahydropyrrolo[1,2-a]pyrazin-6(2H)-one FC1=CC(=CC=2NC(=NC21)C=2NC=C(C2)C(C2=C(C=CC=C2)C(F)(F)F)=O)N2C[C@@H]1N(CC2)C(CC1)=O